C(C)(C)O[Zr](C(CC(=O)COCC)=O)(C(CC(=O)COCC)=O)OC(C)C di-isopropoxy-bis(ethoxyacetoacetyl)zirconium